NC1=C(C=C(C2=CC=CC=C12)S(=O)(=O)[O-])N=NC1=CC=C(C=C1)C1=CC=C(C=C1)N=NC1=C(C2=CC=CC=C2C(=C1)S(=O)(=O)[O-])N 4-amino-3-[[4-[4-[(1-amino-4-sulfonatonaphthalen-2-yl)diazenyl] phenyl]phenyl]diazenyl]naphthalene-1-sulfonate